Cis-5-cyclopropyl-1-(8-fluoroquinoxalin-5-yl)piperidin-3-amine C1(CC1)[C@@H]1C[C@@H](CN(C1)C1=C2N=CC=NC2=C(C=C1)F)N